COC(=O)C12CCC(CC1)(C2)COC2OCCCC2 4-(((tetrahydro-2H-pyran-2-yl)oxy)methyl)bicyclo[2.2.1]heptane-1-carboxylic acid methyl ester